C(C)N1CN(CC1)C N-ethyl-N'-methylimidazoline